C1NCC12OCC(C2)CN2CCN(CC2)C2=CC1=C(N(C(N1C)=O)C1C(NC(CC1)=O)=O)C=C2 3-(5-(4-(5-oxa-2-azaspiro[3.4]octan-7-ylmethyl)piperazin-1-yl)-3-methyl-2-oxo-2,3-dihydro-1H-benzo[d]imidazol-1-yl)piperidine-2,6-dione